Methyl 5-(((dimethylamino) methylene) amino)-4-methoxypyrazolo[1,5-c]pyrimidine-3-carboxylate CN(C)C=NC1=C(C=2N(C=N1)N=CC2C(=O)OC)OC